4-(N-(2-(difluoromethoxy)ethyl)-4-(trifluoromethyl)benzoylamino)benzoic acid FC(OCCN(C1=CC=C(C(=O)O)C=C1)C(C1=CC=C(C=C1)C(F)(F)F)=O)F